C(C1=CC=CC=C1)OC(=O)N1C(CN(CC1)C=1C2=C(N=C(N1)OCOC(=O)N1CCOCC1)CN(CC2)C2=CC=CC1=CC=CC=C21)CC#N ((4-(4-((benzyloxy)carbonyl)-3-(cyanomethyl)piperazin-1-yl)-7-(naphthalen-1-yl)-5,6,7,8-tetrahydropyrido[3,4-d]pyrimidin-2-yl)oxymethyl)morpholine-4-carboxylate